5-octyl-1-(4-vinylbenzyl)-1H-1,2,4-triazole C(CCCCCCC)C1=NC=NN1CC1=CC=C(C=C1)C=C